F[C@H]1CN(CC[C@H]1NC1=C2C=C(N(C2=CC=C1)CC(F)(F)F)C1=NOC(=N1)CNC(=O)C=1C=NN(C1)C1CC(CC1)F)C N-{[3-(4-{[(3S,4R)-3-fluoro-1-methylpiperidin-4-yl]amino}-1-(2,2,2-trifluoroethyl)-1H-indol-2-yl)-1,2,4-oxadiazol-5-yl]methyl}-1-(3-fluorocyclopentyl)-1H-pyrazole-4-carboxamide